ClC1=CC(=C(C=C1)C#CC1=CN(C2=NC=C(C=C21)NC(C=C)=O)C(F)F)F N-(3-((4-Chloro-2-fluorophenyl)ethynyl)-1-(difluoromethyl)-1H-pyrrolo[2,3-b]pyridin-5-yl)acrylamide